C(C)(C)(C)OC(NC[C@@H](C=1C(=C2COC(C2=CC1)=O)C)NCCO)=O (R)-(2-((2-hydroxyethyl)amino)-2-(4-methyl-1-oxo-1,3-dihydroisobenzofuran-5-yl)ethyl)carbamic acid tert-butyl ester